trifluoro-copper F[Cu](F)F